FC=1C=C(CSC2=NC=3C(N(C=CC3)C(C(=O)NC3=C(C=CC=C3)C)CC)=N2)C=CC1 2-(2-((3-fluorobenzyl)thio)-4H-imidazo[4,5-b]pyridin-4-yl)-N-(o-tolyl)butanamide